BrC1=CC=C(C=C1)C(C#CC1=CC=CC=C1)(CCC=C)O 3-(4-bromophenyl)-1-phenylhept-6-en-1-yn-3-ol